[W](Cl)Cl.C1=CC=CC1.C1=CC=CC1 bis(cyclopentadiene) tungsten dichloride